F[C@@H]1C[C@H](CN(C1)C)NC(OC(C)(C)C)=O tert-butyl [(3R,5R)-5-fluoro-1-methylpiperidin-3-yl]carbamate